1-benzyl-2,4-diphenyl-5-o-hydroxybenzoyl-1H-imidazole C(C1=CC=CC=C1)N1C(=NC(=C1C(C1=C(C=CC=C1)O)=O)C1=CC=CC=C1)C1=CC=CC=C1